4-Methoxy-N-[4-[4-(4-methoxyphenyl)piperazin-1-yl]phenyl]benzamid COC1=CC=C(C(=O)NC2=CC=C(C=C2)N2CCN(CC2)C2=CC=C(C=C2)OC)C=C1